OC1=NC2=CN=C(C=C2C(=C1C#N)N1CCC(CC1)(C)OC)C(C)O 2-hydroxy-6-(1-hydroxyethyl)-4-(4-methoxy-4-methylpiperidin-1-yl)-1,7-naphthyridine-3-carbonitrile